C(C1=CC=CC=C1)OC=1C(=C(C(=CC1)Br)O)[N+](=O)[O-] 3-(benzyloxy)-6-bromo-2-nitrophenol